3-(trifluoromethylphenyl)-4-quinolinecarboxamide FC(F)(F)C1=C(C=CC=C1)C=1C=NC2=CC=CC=C2C1C(=O)N